vitamin C bromide [Br-].OC=1[C@H](OC(C1O)=O)[C@H](CO)O